4-(dimethylamino)-2,2-dimethylpyrrolidine-1-carboxylic acid tert-butyl ester C(C)(C)(C)OC(=O)N1C(CC(C1)N(C)C)(C)C